1-(3-methyl-14-((((9Z,12Z)-octadeca-9,12-dienoyl) oxy) methyl)-9-octyl-7,12-dioxo-8,13-dioxa-3,6-diazapentadec-15-yl) 9-undecyl azelate C(CCCCCCCC(=O)OCCCCCCCCCCC)(=O)OCC(OC(CCC(OC(NCCN(CC)C)=O)CCCCCCCC)=O)COC(CCCCCCC\C=C/C\C=C/CCCCC)=O